C(C)(C)C=1N(C=CN1)C12CC(C1)(C2)NC(OC(C)(C)C)=O tert-Butyl (3-(2-isopropyl-1H-imidazol-1-yl)bicyclo[1.1.1]pentan-1-yl)carbamate